ClC1=C(C=C(C=C1)F)C1NC(C=2C=3C(=NN(C3C=C(C21)NC(C2=CC(=CC(=C2)C(F)(F)F)F)=O)CC(F)F)F)=O N-(6-(2-chloro-5-fluorophenyl)-3-(2,2-difluoroethyl)-1-fluoro-8-oxo-3,6,7,8-tetrahydropyrrolo[3,4-e]indazol-5-yl)-3-fluoro-5-(trifluoromethyl)benzamide